4-((2-hydroxy-1-phenylethyl)amino)nicotinic acid methyl ester COC(C1=CN=CC=C1NC(CO)C1=CC=CC=C1)=O